tert-butyl (E)-(4-((4-carbamoyl-6-nitrobenzofuran-7-yl)amino)but-2-en-1-yl)carbamate C(N)(=O)C1=CC(=C(C2=C1C=CO2)NC/C=C/CNC(OC(C)(C)C)=O)[N+](=O)[O-]